2-(1-methylethyl)propane-1,3-diol CC(C)C(CO)CO